methyl 2-chloro-5-(cyclopropanecarbonylamino)-4-hydroxy-benzoate ClC1=C(C(=O)OC)C=C(C(=C1)O)NC(=O)C1CC1